C1(CCCCCN1)=O hexanlactam